tert-butyl (2-acetamido-5-(1-cyclopropyl-1H-pyrazol-3-yl)pyridin-4-yl)carbamate C(C)(=O)NC1=NC=C(C(=C1)NC(OC(C)(C)C)=O)C1=NN(C=C1)C1CC1